O=C1NC(CCC1NC=1C=C(C=CC1)N1CCC(CC1)CC(=O)OCC1=CC=CC=C1)=O benzyl 2-[1-[3-[(2,6-dioxo-3-piperidyl)amino]phenyl]-4-piperidyl]acetate